COC(=O)C1=CN(C=C1)C.FC1=CC=C(C=C1)S(=O)(=O)NC1=C(C(=O)NC=2SC=C(N2)C2=CC=C(C=C2)C)C=CC=C1 ((4-fluorophenyl)sulfonamido)-N-(4-(4-methylphenyl)thiazol-2-yl)benzamide methyl-1-methylpyrrole-3-carboxylate